C1(CCCCC1)NC=1C2=C(N=C(N1)NC1=CC=C(C=3CCOC31)C(=O)N3CCC(CC3)N3CCOCC3)NC=C2 (7-((4-(cyclohexylamino)-7H-pyrrolo[2,3-d]pyrimidin-2-yl)amino)-2,3-dihydrobenzo-furan-4-yl)(4-morpholinopiperidin-1-yl)methanone